C(C)(C)(C)OC(=O)N1[C@@H](C[C@@H](C1)OCC1=CC=CC=C1)C(N(C)C1=CC(=C(C=C1)F)Cl)=O (2S,4S)-4-benzyloxy-2-[(3-chloro-4-fluoro-phenyl)-methyl-carbamoyl]pyrrolidine-1-carboxylic acid tert-butyl ester